titanium dioxide sodium hydroxide [OH-].[Na+].[O-2].[O-2].[Ti+4]